5-mercapto-decane SC(CCCC)CCCCC